4-(6-(6-((5-fluoro-6-methoxypyridin-3-yl)methyl)-3,6-diazabicyclo[3.1.1]heptane-3-yl)pyridin-3-yl)-6-(2-oxopropoxy)pyrazolo[1,5-a]pyridine-3-carbonitrile FC=1C=C(C=NC1OC)CN1C2CN(CC1C2)C2=CC=C(C=N2)C=2C=1N(C=C(C2)OCC(C)=O)N=CC1C#N